2-butyloct-2-enal C(CCC)C(C=O)=CCCCCC